C1=CC2=C(C=C1Cl)NC(=O)C2=O N,N-bis(1,4-dimethylpentyl)-p-phenylenediamine